BrC1=CC(=C(C(=O)NC2=CC(=C(C=C2)Br)C)C=C1)C 4-bromo-N-(4-bromo-3-methylphenyl)-2-methylbenzamide